2-methyl-5-(3-ethylphenyl)-N-(3-(2-oxopropyl)-1,2,4-thiadiazol-5-yl)furan-3-carboxamide CC=1OC(=CC1C(=O)NC1=NC(=NS1)CC(C)=O)C1=CC(=CC=C1)CC